2-fluoro-1,3-dimethyl-5-nitro-benzene FC1=C(C=C(C=C1C)[N+](=O)[O-])C